5-chloro-3-(methylthio)-2-phenyl-3a,8a-dihydrofuro[2,3-b]benzofuran ClC=1C=CC2=C(C3C(O2)OC(=C3SC)C3=CC=CC=C3)C1